CN1C(N=CC=C1)N1CCC(CC1)N1C(C(N(C2=CC=CC=C12)C)=O)=O N-methyl-2-(4-(4-methyl-2,3-dioxo-3,4-dihydroquinoxalin-1(2H)-yl)piperidin-1-yl)pyrimidine